2-(2,6-dioxopiperidin-3-yl)-4-(4-((3-ethylazetidin-1-yl)methyl)benzylamino)isoindoline-1,3-dione O=C1NC(CCC1N1C(C2=CC=CC(=C2C1=O)NCC1=CC=C(C=C1)CN1CC(C1)CC)=O)=O